ClC=1C=C(C=C(C1OC=1C=C2C(CC(NC2=CC1)=O)(C)C)Cl)NC(=O)C=1C(NC(NN1)=O)=O [3,5-dichloro-4-[(4,4-dimethyl-2-oxo-1,3-dihydroquinolin-6-yl)oxy]phenyl]-3,5-dioxo-1,2,4-triazine-6-carboxamide